C(CCCCCCC)(=O)OC[C@@H](OC(CCCCCCC)=O)COP(=O)(O)OCC[N+](C)(C)C 1,2-dioctanoyl-sn-glycero-3-phosphoryl-choline